N=1N(N=C2C1C=CC=C2)C2=C(C=C(C=C2O)O)O 2-(2H-benzotriazol-2-yl)-1,3,5-benzenetriol